3-((3-Chloro-5-((8-(((1,1,1,3,3,3-hexafluoropropan-2-yl)oxy)carbonyl)-1,8-diazaspiro[4.5]decan-1-yl)methyl)phenyl)amino)propanoic acid ClC=1C=C(C=C(C1)CN1CCCC12CCN(CC2)C(=O)OC(C(F)(F)F)C(F)(F)F)NCCC(=O)O